CON(C(=O)C1=CC2=C(SC=C2)C=C1)C N-methoxy-N-methylbenzo[b]thiophene-5-carboxamide